N-[(8-nitronaphthalen-1-yl)sulfonyl]-4-(2-methoxyethoxy)butanamide [N+](=O)([O-])C=1C=CC=C2C=CC=C(C12)S(=O)(=O)NC(CCCOCCOC)=O